3-(4-(Diphenylamino)phenyl)-1-(1,3-dithian-2-yl)-2-phenylprop-2-en-1-one C1(=CC=CC=C1)N(C1=CC=C(C=C1)C=C(C(=O)C1SCCCS1)C1=CC=CC=C1)C1=CC=CC=C1